ClC=1C(=NC=CC1C1=C(C(=CC=C1)NC1=C(C(=CC=C1)CN1CC(C1)CO)F)Cl)C1=CC(=C(CNCC2CCC(N2)=O)C=C1)OC 5-(((4-(3-chloro-4-(2-chloro-3-((2-fluoro-3-((3-(hydroxymethyl)azetidin-1-yl)methyl)phenyl)amino)phenyl)pyridin-2-yl)-2-methoxybenzyl)amino)methyl)pyrrolidin-2-one